NC=1SC=2CN(C(CC2N1)(C)C)C(=O)OC(C)(C)C tert-butyl 2-amino-6,6-dimethyl-6,7-dihydrothiazolo[5,4-c]pyridine-5(4H)-carboxylate